OCCN(C(CO)(CO)CO)CCO 2-[bis(2-hydroxy-ethyl)amino]-2-(hydroxymethyl)propane-1,3-diol